3-(1-Isopropyl-6-methoxy-4-methylhexyl)sulfanyl-1-(2,6,6-trimethylcyclohex-3-en-1-yl)butan-1-one C(C)(C)C(CCC(CCOC)C)SC(CC(=O)C1C(C=CCC1(C)C)C)C